2-(3-(4-((1H-Pyrazol-4-yl)amino)-5-ethoxy-7-fluoroquinazolin-2-yl)phenoxy)-N-(tert-butyl)acetamide BisTrifluoroacetic Acid Salt FC(C(=O)O)(F)F.FC(C(=O)O)(F)F.N1N=CC(=C1)NC1=NC(=NC2=CC(=CC(=C12)OCC)F)C=1C=C(OCC(=O)NC(C)(C)C)C=CC1